(S)-3-hydroxybutyl-coa O[C@H](CCSCCNC(CCNC([C@@H](C(COP(OP(OC[C@@H]1[C@H]([C@H]([C@@H](O1)N1C=NC=2C(N)=NC=NC12)O)OP(=O)(O)O)(=O)O)(=O)O)(C)C)O)=O)=O)C